2-Amino-N-{1-[8-chloro-3-methyl-5-phenyl-1-(trifluoromethyl)imidazo[1,5-a]pyridin-6-yl]ethyl}pyrazolo[1,5-a]pyrimidine-3-carboxamide NC1=NN2C(N=CC=C2)=C1C(=O)NC(C)C=1C=C(C=2N(C1C1=CC=CC=C1)C(=NC2C(F)(F)F)C)Cl